methyl 6-(4-(3-(3,4-difluorophenyl)-1-isobutyl-1H-pyrrolo[2,3-b]pyridine-6-carbonyl)-3,3-dimethylpiperazin-1-yl)-2,4-dimethylnicotinate FC=1C=C(C=CC1F)C1=CN(C2=NC(=CC=C21)C(=O)N2C(CN(CC2)C2=NC(=C(C(=O)OC)C(=C2)C)C)(C)C)CC(C)C